5-ethynyl-6-fluoro-4-(8-fluoro-2-(((1aS,6aS,6bR)-5-methylenehexahydrocyclopropa[a]pyrrolizin-6a(4H)-yl)methoxy)-4-(1,4-oxazepan-4-yl)pyrido[4,3-d]pyrimidin-7-yl)naphthalen-2-ol C(#C)C1=C2C(=CC(=CC2=CC=C1F)O)C1=C(C=2N=C(N=C(C2C=N1)N1CCOCCC1)OC[C@]12CC(CN2C[C@@H]2[C@H]1C2)=C)F